CC=1C=C(NC2=NC=C(C(=N2)N[C@H](CO)C2=CC=CC=C2)C2=NOC(=N2)C)C=CC1S(=O)(=O)C (2S)-2-[[2-(3-methyl-4-methylsulfonyl-anilino)-5-(5-methyl-1,2,4-oxadiazol-3-yl)pyrimidin-4-yl]amino]-2-phenyl-ethanol